(R)-2-(4-fluoro-5-isopropyl-2-methoxyphenyl)-2-((R)-3-((5-(4-methoxy-5,6,7,8-tetrahydro-1,8-naphthyridin-2-yl)pentyl)oxy)pyrrolidin-1-yl)acetic acid FC1=CC(=C(C=C1C(C)C)[C@H](C(=O)O)N1C[C@@H](CC1)OCCCCCC1=NC=2NCCCC2C(=C1)OC)OC